Bicyclo[2.2.1]heptane-2,3-dimethanol C12C(C(C(CC1)C2)CO)CO